C(C)(C)(C)OC(=O)C1=C(C=C(C=C1)C=1C=CC(=NC1)NC(=O)[C@@H]1N(CCC1)C(=O)OC(C)(C)C)C tert-butyl (2R)-2-({5-[4-(tert-butoxycarbonyl)-3-methylphenyl]pyridin-2-yl}carbamoyl)pyrrolidine-1-carboxylate